C[C@H]1N([C@H](CCC1)C)CCOC1=CC=C(C=C1)C=1C=C2C=CC(=NC2=CC1)C=1C2=C(C(N(C1)C)=O)N(C=C2)S(=O)(=O)C2=CC=C(C)C=C2 4-{6-[4-(2-((2R,6S)-2,6-dimethylpiperidin-1-yl)ethoxy)phenyl]quinolin-2-yl}-6-methyl-1-tosyl-1H-pyrrolo[2,3-c]pyridin-7(6H)-one